COC(C(C(C)=O)C=1C=CC2=C(C=CO2)C1)=O 2-(benzofuran-5-yl)-3-oxobutanoic acid methyl ester